(S)-2-(2,5-difluoro-4-(5-fluoro-6-((5-(1-methyl-1H-pyrazol-4-yl)thiazol-2-yl)methoxy)pyridin-2-yl)benzyl)-1-(oxetan-2-ylmethyl)-1H-benzo[d]imidazole-6-carboxylic acid FC1=C(CC2=NC3=C(N2C[C@H]2OCC2)C=C(C=C3)C(=O)O)C=C(C(=C1)C1=NC(=C(C=C1)F)OCC=1SC(=CN1)C=1C=NN(C1)C)F